(S)-1-(2'-methoxyphenyl)ethanol COC1=C(C=CC=C1)[C@H](C)O